tert-Butyl {2-[({[(2S,5R)-6-benzyloxy-7-oxo-1,6-diazabicyclo[3.2.1]oct-2-yl]carbonyl}amino)oxy]ethyl}carbamate C(C1=CC=CC=C1)ON1[C@@H]2CC[C@H](N(C1=O)C2)C(=O)NOCCNC(OC(C)(C)C)=O